ClC=1C(=CC(=C(C1[N+](=O)[O-])Cl)[N+](=O)[O-])[N+](=O)[O-] 3,5-dichloro-2,4,6-trinitrobenzene